NC1=C(C(=O)N)C=C(C=C1C1=C(C(=CC=C1C)O)C)C1=CC=NC=C1 2-amino-3-(3-hydroxy-2,6-dimethylphenyl)-5-(pyridin-4-yl)benzamide